C12(CC3CC(CC(C1)C3)C2)NC(COC2=NC(=NC(=C2)C2=CC=CC=C2)SC)=O N-(adamantan-1-yl)-2-((2-(methylthio)-6-phenylpyrimidin-4-yl)oxy)acetamide